CN1C=2C(NC(=NC2N=CC1CNC1=CC=C(C(N[C@@H](CCC(=O)[O-])C(=O)O)=O)C=C1)N)=O L-5-methyl-5,6-dihydrofolate